ClC=1C=C(C=CC1F)NC(N(CC(C)C)[C@H](C)C1=NN(C(C2=CC(=C(C=C12)F)F)=O)C)=O (R)-3-(3-chloro-4-fluorophenyl)-1-(1-(6,7-difluoro-3-methyl-4-oxo-3,4-dihydrophthalazin-1-yl)ethyl)-1-isobutylurea